CC=1C(=NNC1)N[C@H]1C[C@H](N(C1)C=1C2=C(N=C(N1)C)C1=C(O2)C=CC=C1)C(=O)O (2S,4S)-4-((4-methyl-1H-pyrazol-3-yl)amino)-1-(2-methylbenzofuro[3,2-d]pyrimidin-4-yl)pyrrolidine-2-carboxylic acid